S1C(=NC2=C1C=CC=C2)C=2C=CC(=C(OCCCCCCC(=O)NO)C2)OC 7-(5-(benzo[d]thiazol-2-yl)-2-methoxyphenoxy)-N-hydroxyheptanamide